ClCC(CC1(NCC[C@H]1OC)C(=O)OC)=C methyl (3R)-2-(2-(chloromethyl)allyl)-3-methoxypyrrolidin-2-carboxylate